C(CC(=O)[O-])(=O)OC(C)(CCCCCCCC)C(C)(C)C.[K+].[Li+].C(C)(C)(C)C(C)(CCCCCCCC)OC(CC(=O)[O-])=O lithium potassium 2-(tert-butyl)-2-decyl malonate